The molecule is an N-acylneuraminic acid in which the acyl substituent on nitrogen is glycoloyl and which has alpha-configuration at the anomeric centre. C1[C@@H]([C@H]([C@@H](O[C@]1(C(=O)O)O)[C@@H]([C@@H](CO)O)O)NC(=O)CO)O